C1C2=CC=CC=C2CNN1 Tetrahydrophthalazine